6-heptenyl-methylchlorosilane C(CCCCC=C)[SiH](Cl)C